ClC=1C(N(C(=CC1OC([2H])([2H])C1=C(C=C(C=C1)Cl)F)C)C1=CC(=NC=C1C)N1N=C(C=C1)C(C)(C)O)=O (R)-3-chloro-4-((4-chloro-2-fluorophenyl)methoxy-d2)-2'-(3-(2-hydroxypropan-2-yl)-1H-pyrazol-1-yl)-5',6-dimethyl-2H-[1,4'-bipyridin]-2-one